tert-butyl (R)-4-(((S)-1-((((9H-fluoren-9-yl)methoxy)carbonyl)amino)propan-2-yl)(methyl) amino)-3-benzyl-4-oxobutanoate C1=CC=CC=2C3=CC=CC=C3C(C12)COC(=O)NC[C@H](C)N(C([C@@H](CC(=O)OC(C)(C)C)CC1=CC=CC=C1)=O)C